C(#N)C=1C=NN2C1C(=CC(=C2)OCC(C)(C)O)C=2C=CC(=NC2)N2[C@@H]1CC3CC(C[C@@H]2C3)(C1)NC(C1=CN=C(C=C1)OC)=O N-((1R,3S,5s,7s)-2-(5-(3-cyano-6-(2-hydroxy-2-methylpropyloxy)pyrazolo[1,5-a]pyridin-4-yl)pyridin-2-yl)-2-azaadamantan-5-yl)-6-methoxynicotinamide